FC=1C=C(C=C2CC(CC12)CN1CCC2(CN(C(O2)=O)C2=NC3=C(OCC(N3)=O)N=C2)CC1)OCC(C)(C)NC(OC(C)(C)C)=O tert-butyl N-[2-[7-fluoro-2-[[2-oxo-3-(3-oxo-4H-pyrazino[2,3-b][1,4]oxazin-6-yl)-1-oxa-3,8-diazaspiro[4.5]decan-8-yl]methyl]indan-5-yl]oxy-1,1-dimethyl-ethyl]carbamate